N-{[2-fluoro-5-(trifluoromethoxy)phenyl]methyl}-1-(4-{5-[2-(pyridin-2-yl)acetamido]-1,3,4-thiadiazol-2-yl}butyl)-1H-1,2,3-triazole-4-carboxamide FC1=C(C=C(C=C1)OC(F)(F)F)CNC(=O)C=1N=NN(C1)CCCCC=1SC(=NN1)NC(CC1=NC=CC=C1)=O